4-(4,4-difluorocyclohexyl)-2-(2,5-difluorophenyl)-5-fluoropyridin FC1(CCC(CC1)C1=CC(=NC=C1F)C1=C(C=CC(=C1)F)F)F